NC1=C(SC=2N=C(N=CC21)C)C(=O)NC2CC=1C=CC(=NC1CC2)N2CC(C(C2)COC)N 5-amino-N-{2-[3-amino-4-(methoxymethyl)pyrrolidin-1-yl]-5,6,7,8-tetrahydroquinolin-6-yl}-2-methylthieno[2,3-d]pyrimidine-6-carboxamide